[OH-].C[N+](CCO)(C)C trimethyl-(2-hydroxyethyl)ammonium hydroxide